COC1=CC=C(COS(=O)(=O)[O-])C=C1 4-methoxybenzylsulfate